C(C)(=O)C1=CC=C(C=C1)NC(=O)C1CC(CCC1C(C)C)C N-(4-acetylphenyl)p-menthanecarboxamide